2-(3-((2S)-2-(methoxymethyl)-1-(4-methyl-4H-1,2,4-triazol-3-yl)cyclopropyl)phenyl)-6-(((1-methylcyclobutyl)amino)methyl)-4-(trifluoromethyl)isoindolin-1-one COC[C@@H]1C(C1)(C1=NN=CN1C)C=1C=C(C=CC1)N1C(C2=CC(=CC(=C2C1)C(F)(F)F)CNC1(CCC1)C)=O